(methylthio)-2-(trifluoromethyl)pyrimidine CSC1=NC(=NC=C1)C(F)(F)F